NC(=O)C1=CC(=CC2=CN(N=C12)C1CC[NH2+]CC1)F 4-[7-(aminocarbonyl)-5-fluoro-2H-indazole-2-yl]piperidinium